FC=1C(=CC(=C(C1)O)I)C 5-fluoro-2-iodo-4-methylphenol